C1(=CC=CC=C1)C1=C(SC(=C1C1=CC=CC=C1)C(=O)O)C(=O)O 3,4-diphenylthiophene-2,5-dicarboxylic acid